2-Methoxy-6-phenyl-4-(pyridin-4-yl)pyridine-3-carbonitrile COC1=NC(=CC(=C1C#N)C1=CC=NC=C1)C1=CC=CC=C1